COC(/C(=N/OC)/C1=C(C=CC=C1)CBr)=O (E)-2-bromomethyl-alpha-methoxyiminophenylacetic acid methyl ester